O=C1NC=C(C2=CC=C(C=C12)N[C@@H](C)C(=O)N1C[C@H](CCC1)C(=O)O)C1=C(C=CC=C1)C (S)-1-((1-oxo-4-(o-tolyl)-1,2-dihydroisoquinolin-7-yl)-L-alanyl)piperidine-3-carboxylic acid